(1-(4-(4-oxo-3,4-dihydro-phthalazin-1-yl)phenyl)ethyl)carbamic acid tert-butyl ester C(C)(C)(C)OC(NC(C)C1=CC=C(C=C1)C1=NNC(C2=CC=CC=C12)=O)=O